8-(1-(2,2-difluoroethyl)-3-methyl-1H-pyrazolo[3,4-b]pyrazin-6-yl)-2-(2-(trifluoromethyl)pyrimidin-4-yl)-2,8-diazaspiro[4.5]decan-3-one FC(CN1N=C(C=2C1=NC(=CN2)N2CCC1(CC(N(C1)C1=NC(=NC=C1)C(F)(F)F)=O)CC2)C)F